1,4-diamino-2,3-dicyanoanthraquinone NC1=C(C(=C(C=2C(C3=CC=CC=C3C(C12)=O)=O)N)C#N)C#N